2-ethyl-9-(n-propoxycarbonyloxy)anthracene C(C)C1=CC2=C(C3=CC=CC=C3C=C2C=C1)OC(=O)OCCC